N1=CC(=CC=C1)C=1NC2=C(C=CC=C2C1)C(=O)N 2-(pyridin-3-yl)-1H-indole-7-carboxamide